N-(1-(3-(4-chlorophenoxy)propyl)piperidin-4-yl)-2-(4-(difluoromethoxy)phenoxy)acetamide ClC1=CC=C(OCCCN2CCC(CC2)NC(COC2=CC=C(C=C2)OC(F)F)=O)C=C1